N'-(9-((2R,3R,4S,5R)-5-((R)-(4-chlorophenyl)(hydroxy)methyl)-3,4-dihydroxytetrahydrofuran-2-yl)-3,9-dihydro-6H-purin-6-ylidene)acetohydrazide ClC1=CC=C(C=C1)[C@H]([C@@H]1[C@H]([C@H]([C@@H](O1)N1C=2NC=NC(C2N=C1)=NNC(C)=O)O)O)O